O=C1NC(CCC1N1C(C2=CC=C(C=C2C1=O)C1(CCN(CC1)C(CC)C1=CC=CC=C1)O)=O)=O 2-(2,6-dioxopiperidin-3-yl)-5-(4-hydroxy-1-(1-phenylpropyl)piperidin-4-yl)isoindoline-1,3-dione